C(C1=CC=CC=C1)OC(CC(C(F)(F)F)(C)SCC(=O)OCC)=O 3-((2-ethoxy-2-oxoethyl)thio)-4,4,4-trifluoro-3-methylbutyric acid benzyl ester